C(C)(C)(C)OC(=O)N(NC(=O)OC(C)(C)C)C1=C(C=C(C=C1C)C(C)(F)F)C 1-{4-(1,1-difluoroethyl)-2,6-dimethylphenyl}hydrazine-1,2-dicarboxylic acid di-tert-butyl ester